C(C)C(=O)C1=CC=C(C=C1)C(CC(C)=O)=O 1-(4-ethylformylphenyl)-1,3-butanedione